N-methylpentan-1-amine CNCCCCC